(methylamino)-1-(3-pyridyl)-1-butanone hydrochloride Cl.CNC(C(=O)C=1C=NC=CC1)CC